5-bromo-2-(3,3-difluorocyclobutyl)-6-(4,4-difluorocyclohexyl)pyrimidine-4-carboxylic acid BrC=1C(=NC(=NC1C1CCC(CC1)(F)F)C1CC(C1)(F)F)C(=O)O